ClC1=C(C(=O)NCC2CC(=NO2)[C@]2([C@@H](N3C(C[C@H]3S2(=O)=O)=O)C(=O)O)C)C=C(C(=C1O)O)Cl (2S,3R,5R)-3-(5-((2,5-dichloro-3,4-dihydroxybenzamido)methyl)-4,5-dihydroisoxazol-3-yl)-3-methyl-7-oxo-4-thia-1-azabicyclo[3.2.0]heptane-2-carboxylic acid 4,4-dioxide